BrC=1C=C(C(=C(C(=O)O)C1)[N+](=O)[O-])F 5-bromo-3-fluoro-2-nitro-benzoic acid